6-((3-(2-(diisopropylamino)ethyl)-1H-indol-5-yl)oxy)-6-oxohexanoic acid C(C)(C)N(CCC1=CNC2=CC=C(C=C12)OC(CCCCC(=O)O)=O)C(C)C